(+)-2-(4-fluorophenyl)-N-[4-(5'-methyl-4'-oxo-3'-phenyl-1',4',5',7'-tetrahydrospiro[cyclobutane-1,6'-pyrrolo[3,2-c]pyridin]-2'-yl)pyridin-2-yl]propanamide FC1=CC=C(C=C1)C(C(=O)NC1=NC=CC(=C1)C1=C(C=2C(N(C3(CC2N1)CCC3)C)=O)C3=CC=CC=C3)C